CNC(C1=CC=C(C=C1)NC1=NC=C(C(=N1)NCC1=NC=CN=C1N(S(=O)(=O)C)C)C(F)(F)F)=O N-methyl-4-[[4-[[3-[methyl(methylsulfonyl)amino]pyrazin-2-yl]methylamino]-5-(trifluoromethyl)pyrimidin-2-yl]amino]benzamide